NC=1C=C(C=CC1)C1=C(C(=C(S1)C(=O)OC(C)(C)C)OCC(=O)OC(C)(C)C)Cl tert-butyl 5-(3-aminophenyl)-3-(2-tert-butoxy-2-oxo-ethoxy)-4-chloro-thiophene-2-carboxylate